(2S,3R)-1-[2-(3,4-dihydro-2H-1,4-benzoxazine-6-sulfonyl)-2H,4H,5H,6H-pyrrolo[3,4-c]pyrazol-5-yl]-3-hydroxy-2-phenylbutan-1-one O1CCNC2=C1C=CC(=C2)S(=O)(=O)N2N=C1C(=C2)CN(C1)C([C@H]([C@@H](C)O)C1=CC=CC=C1)=O